N-((4-((dimethylamino)methyl)phenyl)(phenyl)methyl)-2-oxo-6-(trifluoromethyl)-1,2-dihydropyridine-3-carboxamide CN(C)CC1=CC=C(C=C1)C(NC(=O)C=1C(NC(=CC1)C(F)(F)F)=O)C1=CC=CC=C1